strontium-lanthanum-cobalt [Co].[La].[Sr]